N1(CCCCC1)C1CCN(CC1)C1=CC(=C(C=C1C=1C=NN(C1)C)NC1=NC=C(C(=N1)NC=1C(=C2N=CC=NC2=CC1)P(C)(C)=O)Br)OC (6-((2-((4-([1,4'-Bipiperidine]-1'-yl)-2-methoxy-5-(1-methyl-1H-pyrazole-4-yl)phenyl)amino)-5-bromopyrimidine-4-yl)amino)quinoxalin-5-yl)dimethylphosphine oxide